(E)-3-[4-[[3-[2-(2,4-Difluorophenyl)-2-hydroxy-3-(1,2,4-triazol-1-yl)propyl]-1,2-dihydrotriazol-5-yl]methoxy]phenyl]-1-(4-methoxyphenyl)prop-2-en-1-one FC1=C(C=CC(=C1)F)C(CN1NNC(=C1)COC1=CC=C(C=C1)/C=C/C(=O)C1=CC=C(C=C1)OC)(CN1N=CN=C1)O